BrC1=C(C(=NC=C1)F)CC(C)N 1-(4-bromo-2-fluoropyridin-3-yl)propan-2-amine